N[C@H]1CN(CCC1)C(=O)C1=CN=CC2=CC=CC=C12 (R)-(3-aminopiperidin-1-yl)(isoquinolin-4-yl)methanone